C(#N)C1=CC(=CC=2N=C(OC21)C=2C(=C(C=CC2)C2=C(C(=CC=C2)NC=2N=CC=C1C(=CC=NC21)CN2C[C@H](CC2)O)C)C)CN2CCCC2 (R)-1-((7-Cyano-2-(3'-((4-(((S)-3-hydroxypyrrolidin-1-yl)methyl)-1,7-naphthyridin-8-yl)amino)-2,2'-dimethyl-[1,1'-biphenyl]-3-yl)benzo[d]oxazol-5-yl)methyl)pyrrolidine